[Cl-].C(C1=CC=CC=C1)[N+](CCCC)(CCCC)CCCC Benzyltributyl-ammonium chloride